FC1=C(C(=CC=C1NS(=O)(=O)CCC)F)NC(=O)C1=NNC2=NC=CC=C21 N-(2,6-difluoro-3-(propylsulfonamido)phenyl)-1H-pyrazolo[3,4-b]pyridine-3-carboxamide